ClC=1C(=C(C#N)C=CC1)OCC 3-chloro-2-ethoxybenzonitrile